C(C=C)(=O)N1CC2=CC=CC(=C2CC1)C1=C2C(=C(NC2=C(C=C1)C(=O)N)C)C 4-(2-acryloyl-1,2,3,4-tetrahydroisoquinolin-5-yl)-2,3-dimethyl-1H-indole-7-carboxamide